BrC1=NN2C(N=CC=C2N2CC3CCC(C2)N3C(=O)[C@H]3[C@@H](C3)F)=C1 (3-(2-bromopyrazolo[1,5-a]pyrimidin-7-yl)-3,8-diazabicyclo[3.2.1]octan-8-yl)((1S,2R)-2-fluorocyclopropyl)methanone